methyl 3-fluoro-5-(methylsulfonyl)benzoate FC=1C=C(C(=O)OC)C=C(C1)S(=O)(=O)C